BrC1=CC(=C(C=C1C)N1C(=NC2=CC(=C(C=C2C1=O)/C=C/C(=O)OCC)F)CC)C (E)-ethyl 3-(3-(4-bromo-2,5-dimethylphenyl)-2-ethyl-7-fluoro-4-oxo-3,4-dihydroquinazolin-6-yl)acrylate